2-di-tert-butylphosphino-3,4,5,6-tetramethyl-2',4',6'-tri-i-propylbiphenyl C(C)(C)(C)P(C1=C(C(=C(C(=C1C)C)C)C)C1=C(C=C(C=C1C(C)C)C(C)C)C(C)C)C(C)(C)C